(S)-6-(((1-(6-aminopyridin-3-yl)piperidin-3-yl)(2-fluorobenzyl)amino)methyl)-9,10-difluoro-2,3-dihydro-7H-[1,4]oxazino[2,3,4-ij]quinolin-7-one NC1=CC=C(C=N1)N1C[C@H](CCC1)N(CC1=C(C=CC=C1)F)CC1=CN2C3=C(C(=C(C=C3C1=O)F)F)OCC2